C(=O)C1CCC(CC1)N1N=C2C=C(C(=CC2=C1)NC(=O)C1=NC(=CC=C1)C(F)(F)F)OC 2-N-[2-(4-formylcyclohexyl)-6-methoxy-indazol-5-yl]-6-(trifluoromethyl)pyridine-2-carboxamide